NC(C)C=1C=C(C=CC1)O 3-(1-aminoethyl)phenol